C(C)(C)OC1=NC=2N(C=C1C(=O)NC=1C(N(C=CC1)C1(CC1)C)=O)C=C(N2)C21COC(C2)(C1)C 7-isopropoxy-2-(1-methyl-2-oxabicyclo[2.1.1]hex-4-yl)-N-(1-(1-methylcyclopropyl)-2-oxo-1,2-dihydropyridin-3-yl)imidazo[1,2-a]pyrimidine-6-carboxamide